4-bromo-5-methyl-2-nitrophenol BrC1=CC(=C(C=C1C)O)[N+](=O)[O-]